2-amino-2-(4-bromophenyl)acetic acid NC(C(=O)O)C1=CC=C(C=C1)Br